Cl[Si]1(CC[SiH](CC1)CCC)Cl 1,1-dichloro-4-propyl-1,4-disilacyclohexane